(S)-(3-hydroxyphenyl)(2-(pyrrolidin-2-yl)thiazol-4-yl)methanone HCl salt Cl.OC=1C=C(C=CC1)C(=O)C=1N=C(SC1)[C@H]1NCCC1